N2-({[2-(1,3-benzodioxol-5-ylamino)-2-oxoethyl]sulfinyl}acetyl)-N2-(2-chlorobenzyl)-N-cyclopentylglycinamide O1COC2=C1C=CC(=C2)NC(CS(=O)CC(=O)N(CC(=O)NC2CCCC2)CC2=C(C=CC=C2)Cl)=O